4-[5-(3,5-Dichlorophenyl)-5-trifluoromethyl-4,5-dihydroisoxazol-3-yl]-2-methyl-N-[(2,2,2-trifluoroethylcarbamoyl)-methyl]-benzamide ClC=1C=C(C=C(C1)Cl)C1(CC(=NO1)C1=CC(=C(C(=O)NCC(NCC(F)(F)F)=O)C=C1)C)C(F)(F)F